FC(C(CC(=O)C1=CC=C(C=C1)Br)=O)(F)F 4,4,4-trifluoro-1-(4-bromophenyl)butane-1,3-dione